BrCC1=CC(=C(C=C1)C=1N(C=C(N1)C(F)(F)F)C([2H])([2H])[2H])F 2-(4-(bromomethyl)-2-fluorophenyl)-1-(methyl-d3)-4-(trifluoromethyl)-1H-imidazole